FC1(CCC(CC1)[C@H](NC(=O)C=1C(=NOC1)CC)C=1N=C2N(N=CC(=C2)CN2C(N[C@@H](C2)C(F)(F)F)=O)C1)F N-[(S)-(4,4-difluorocyclohexyl)-[7-[[(4S)-2-oxo-4-(trifluoromethyl)imidazolidin-1-yl]methyl]imidazo[1,2-b]pyridazin-2-yl]methyl]-3-ethyl-isoxazole-4-carboxamide